Phosphorotrithious acid, tributyl ester P(SCCCC)(SCCCC)SCCCC